3-(4-fluorophenoxy)-3-methylazetidin FC1=CC=C(OC2(CNC2)C)C=C1